methyl 2-(1-(5-(trifluoromethyl)pyrimidin-2-yl)-1,2,3,6-tetrahydropyridin-4-yl)acetate FC(C=1C=NC(=NC1)N1CCC(=CC1)CC(=O)OC)(F)F